C(CCCCCCCCCN)N decane-1,10-diamine